C(C)OP(OCC)(=O)CCOC(C=C)=O 2-(acryloyloxy)ethylphosphonic acid diethyl ester